5-(5-methyl-1,3,4-oxadiazol-2-yl)phenol CC1=NN=C(O1)C=1C=CC=C(C1)O